(1-(4-((4-aminocyclohexyl)amino)phenyl)piperidin-2-yl)methanol NC1CCC(CC1)NC1=CC=C(C=C1)N1C(CCCC1)CO